1,5-divinylhexaphenyltrisiloxane C(=C)[Si](O[Si](O[Si](C=C)(C1=CC=CC=C1)C1=CC=CC=C1)(C1=CC=CC=C1)C1=CC=CC=C1)(C1=CC=CC=C1)C1=CC=CC=C1